(R)-(3-Methyl-azetidin-3-yl)-(5-pyrrolidin-1-yl-pyridin-3-yl)-(4-trifluoromethoxy-phenyl)-methanol, hydrochloride salt Cl.CC1(CNC1)[C@](O)(C1=CC=C(C=C1)OC(F)(F)F)C=1C=NC=C(C1)N1CCCC1